N-(6-bromo-2,3,4,9-tetrahydro-1H-carbazol-1-yl)-2-(diethylamino)acetamide BrC=1C=C2C=3CCCC(C3NC2=CC1)NC(CN(CC)CC)=O